(1s,3s)-3-(5,7-difluoro-2-(4-fluorophenyl)-1H-indol-3-yl)cyclobutan-1-amine FC=1C=C2C(=C(NC2=C(C1)F)C1=CC=C(C=C1)F)C1CC(C1)N